N-(3-((3-amino-1,2,4-triazin-6-yl)ethynyl)-2,4-difluorophenyl)-5-chloro-3-(hydroxymethyl)-2-methoxybenzenesulfonamide NC=1N=NC(=CN1)C#CC=1C(=C(C=CC1F)NS(=O)(=O)C1=C(C(=CC(=C1)Cl)CO)OC)F